CCC[Si](OC)(OC)OC gamma-propyl-trimethoxysilane